(1-(2-fluorophenyl)-1H-imidazol-4-yl)-N-methyl-1-(4-(trifluoromethyl)phenyl)-1H-indole-5-sulfonamide FC1=C(C=CC=C1)N1C=NC(=C1)C=1N(C2=CC=C(C=C2C1)S(=O)(=O)NC)C1=CC=C(C=C1)C(F)(F)F